(3,4-epoxycyclohexyl)ethylmethoxydiisopropylsilane C1(CC2C(CC1)O2)CC[Si](C(C)C)(C(C)C)OC